4,5,6,7-tetrahydro-1H-pyrazolo[3,4-c]pyridine-3-carboxamide N1N=C(C2=C1CNCC2)C(=O)N